ClC1=CC=C(C=C1)/C=C/C(=O)C1=CC=C(OCC(=O)N[C@@H]2[C@@H]([C@@H]3CC[C@H]([C@@H]4CC[C@@]5(OO[C@]43[C@H](O2)O5)C)C)C)C=C1 2-[4-[(E)-3-(4-Chlorophenyl)prop-2-enoyl]phenoxy]-N-[(1S,4S,5R,8S,9R,10S,12R,13R)-1,5,9-trimethyl-11,14,15,16-tetraoxatetracyclo[10.3.1.04,13.08,13]hexadecan-10-yl]acetamide